FC1=C2C=CNC2=CC(=C1OC=1C=CC(=C(C1)N1N=C(C=C1SC)C(C)C=1C(=C(C=CC1)CCC(=O)O)F)F)F 3-(3-(1-(1-(5-((4,6-Difluoro-1H-indol-5-yl)oxy)-2-fluorophenyl)-5-(methylthio)-1H-pyrazol-3-yl)ethyl)-2-fluorophenyl)propanoic acid